C(CCC)C1C(=NN(C1(C(=O)N[C@H](C)C1=CC=CC=C1)C)C1=CC=CC=C1)C1=CC=C(C=C1)F 4-Butyl-3-(4-fluorophenyl)-5-methyl-1-phenyl-N-((R)-1-phenylethyl)-4,5-dihydro-1H-pyrazole-5-carboxamide